CS(=O)(=O)OC[C@@H]1CCN(CCO1)C(=O)OCC1=CC=CC=C1 (S)-Benzyl 7-(((methylsulfonyl)oxy)methyl)-1,4-oxazepane-4-carboxylate